C(#N)N=CC(=O)[O-] cyanoiminoacetate